ClC=1C=CC(=C(C1)NC(C(=O)NC1(NC2=CC=CC=C2C1NC(CCC1=CC=C(C=C1)NC(=O)N1CCC(CC1)N1CCN(CC1)C)=O)C(=O)[O-])=O)N1N=NN=C1 2-(2-((5-chloro-2-(1H-tetrazol-1-yl) phenyl) amino)-2-oxoacetamido)-3-(4-(4-(4-methylpiperazin-1-yl) piperidine-1-carboxamido) phenylpropionamido)-1H-indole-2-carboxylate